ClC1=NC=CC(=C1C#N)B(O)O 2-CHLORO-3-CYANOPYRIDINE-4-BORONIC ACID